4-(6-(((5-(2-Aminopyridin-4-yl)-7H-pyrrolo[2,3-d]pyrimidin-4-yl)amino)methyl)pyridin-2-yl)piperazin-2-one NC1=NC=CC(=C1)C1=CNC=2N=CN=C(C21)NCC2=CC=CC(=N2)N2CC(NCC2)=O